Tosyl-L-arginine-methylester-hydrochloride Cl.COC([C@@H](NS(=O)(=O)C1=CC=C(C)C=C1)CCCNC(N)=N)=O